d-threoninol N[C@H]([C@@H](O)C)CO